C(C)(C)(C)OC(=O)N1CC2(CC1)CCN(CC2)C=2C=NC(=CC2)N 8-(6-Aminopyridin-3-yl)-2,8-diazaspiro[4.5]decane-2-carboxylic acid tert-butyl ester